C1(CC=CC=2C=CC=3N(C12)C1=C(N3)C=CC=C1)=O benzo[4,5]imidazo[1,2-a]quinolone